7-(4-benzyloxy-3,5-dimethoxy-anilino)-5-methylsulfanyl-imidazo[1,2-c]pyrimidine-8-carboxamide C(C1=CC=CC=C1)OC1=C(C=C(NC2=C(C=3N(C(=N2)SC)C=CN3)C(=O)N)C=C1OC)OC